C(CCC)OC(CC(=O)OC(C1=CC(=C(C(=C1)C(C)(C)C)O)C(C)(C)C)(C1CC(N(C(C1)(C)C)C)(C)C)C1CC(N(C(C1)(C)C)C)(C)C)=O malonic acid bis(1,2,2,6,6-pentamethyl-4-piperidinyl)-[[3,5-bis(1,1-dimethylethyl)-4-hydroxyphenyl] methyl] butyl ester